1,3-butylene dimethacrylate C(C(=C)C)(=O)OCCC(C)OC(C(=C)C)=O